FC(C(C(=O)O)(O)C1=CC=CC=C1)(F)F α-(trifluoromethyl)mandelic acid